The molecule is a 6-alkylaminopurine that is adenine where one of the hydrogens of the amino group is replaced by a hydroxymethyl group. It has a role as a human metabolite. It is a 6-alkylaminopurine, a nucleobase analogue and a hemiaminal. It derives from an adenine. C1=NC2=C(N1)C(=NC=N2)NCO